C(NC(=O)C=1N=NC=CC1NC1=C(C=C(C=C1)N1N=NN=C1C)OC(F)F)([2H])([2H])[2H] N-(methyl-d3)-4-((4-(5-methyl-1H-tetrazol-1-yl)-2-(difluoromethoxy)phenyl)amino)pyridazine-3-carboxamide